BrC=1C=C(C=C2C(=NC(=NC12)O)O)C 8-bromo-6-methyl-quinazoline-2,4-diol